N-((8-fluoroquinoxalin-6-yl)methyl)-4-(piperazin-1-yl)pyridin-3-amine FC=1C=C(C=C2N=CC=NC12)CNC=1C=NC=CC1N1CCNCC1